C(CCC)(=O)OC[C@@H](OC(CCC)=O)CO 1,2-dibutyryl-sn-glycerol